[N+](=O)([O-])C=1C(=C2C(=NC1)N(C=C2)S(=O)(=O)C2=CC=CC=C2)NC(C(=O)[O-])C 2-((5-nitro-1-(benzenesulfonyl)-1H-pyrrolo[2,3-b]pyridin-4-yl)amino)propionate